NC1=C(C2=C(N=C(N=C2)C)N1C1=C(C(=CC=C1C)O)C)C(=O)N1CC=2N(CC1)N=CN2 (6-amino-7-(3-hydroxy-2,6-dimethylphenyl)-2-methyl-7H-pyrrolo[2,3-d]pyrimidin-5-yl)(5,6-dihydro-[1,2,4]triazolo[1,5-a]pyrazin-7(8H)-yl)methanone